(2R,6S)-4-(5-cyanopyrimidin-2-yl)-2,6-dimethyl-N-(2-{1-[(1-methyl-1H-1,2,3-benzotriazol-5-yl)methyl]piperidin-4-yl}ethyl)piperazine-1-carboxamide C(#N)C=1C=NC(=NC1)N1C[C@H](N([C@H](C1)C)C(=O)NCCC1CCN(CC1)CC1=CC2=C(N(N=N2)C)C=C1)C